ClC1=CC=C(C(=O)C2=C(C(=O)O)C=C(C=C2F)C(=O)C=2N=CN(C2)C)C=C1 (4-chlorobenzoyl)-3-fluoro-5-(1-methyl-1H-imidazole-4-carbonyl)benzoic acid